4-[(2E)-3-(dimethylamino)prop-2-enoyl]benzonitrile CN(/C=C/C(=O)C1=CC=C(C#N)C=C1)C